OCCOCC[NH3+] 2-(2-Hydroxyethan-1-oxy)ethan-1-ylammonium